COC1=C(C=CC=C1OS(=O)(=O)O)O The molecule is an aryl sulfate that is pyrogallol in which the phenolic hydrogens at positions 1 and 2 are replaced by sulfo and methyl groups respectively. It has a role as a human blood serum metabolite. It is an aryl sulfate and a member of guaiacols. It derives from a pyrogallol. It is a conjugate acid of a 2-methoxyresorcinol sulfate(1-).